1-(2,4-difluorophenyl)-3,4-dihydroisoquinoline-2(1H)-carbonyl chloride FC1=C(C=CC(=C1)F)C1N(CCC2=CC=CC=C12)C(=O)Cl